(6-methoxy-2-(2-methoxy-7-methylquinoxalin-5-yl)benzo[d]Thiazol-4-yl)methanol COC1=CC2=C(N=C(S2)C2=C3N=CC(=NC3=CC(=C2)C)OC)C(=C1)CO